P(=O)(O)(O)N(CC(=O)O)CP(=O)(O)O N-phosphono-N-phosphonomethyl-glycine